C(=O)(O)C(CC(=O)C1=C(C=CC=C1)NC=O)NC(CCCC(=O)O)=O 5-((1-carboxy-3-(2-formylaminophenyl)-3-oxopropyl)amino)-5-oxopentanoic acid